4-(chloromethyl)-1-methyl-1H-imidazole ClCC=1N=CN(C1)C